5-(4-(4-((R)-3-(4-amino-3-(4-phenoxyphenyl)-1H-pyrazolo[3,4-d]pyrimidin-1-yl)piperidin-1-yl)-4-oxobutyl)piperazin-1-yl)-2-(2,6-dioxopiperidin-3-yl)isoindoline-1,3-dione NC1=C2C(=NC=N1)N(N=C2C2=CC=C(C=C2)OC2=CC=CC=C2)[C@H]2CN(CCC2)C(CCCN2CCN(CC2)C=2C=C1C(N(C(C1=CC2)=O)C2C(NC(CC2)=O)=O)=O)=O